3-chloro-7,8-dihydro-1H,6H,9H-7,8a-methanopyrrolo[1',2':3,4]imidazo[1,2-c]pyrimidin-1-one ClC=1C=C2N(C(N1)=O)CC13N2CC(C1)C3